tert-butyl 4-(3-(difluoromethoxy)-4-(2-(dimethylcarbamoyl)-7-fluoro-6-(1-isobutyryl-1,2,5,6-tetrahydropyridin-3-yl)-1H-indol-4-yl)phenyl)piperazine-1-carboxylate FC(OC=1C=C(C=CC1C1=C2C=C(NC2=C(C(=C1)C=1CN(CCC1)C(C(C)C)=O)F)C(N(C)C)=O)N1CCN(CC1)C(=O)OC(C)(C)C)F